2-(3-(2-(2-Aminoethoxy)ethoxy)propanamido)-N-(5-methyl-1H-imidazol-2-yl)benzamide NCCOCCOCCC(=O)NC1=C(C(=O)NC=2NC(=CN2)C)C=CC=C1